1-(2-(3,4-bis(bromomethyl)-2,5-Dioxa-2,5-dihydro-1H-pyrrol-1-yl)acetamido)-3,6,9,12-tetraoxapentadecanylamide BrCC=1ON(OC1CBr)CC(=O)NC(COCCOCCOCCOCCC)[NH-]